CCCCC/C=C\C/C=C\C/C=C\C/C=C\CCCCCC(=O)O[C@H](COC(=O)CCC/C=C\C/C=C\C/C=C\C/C=C\C/C=C\CC)COP(=O)(O)OC[C@H](CO)O 1-(5Z,8Z,11Z,14Z,17Z-eicosapentaenoyl)-2-(7Z,10Z,13Z,16Z-docosatetraenoyl)-glycero-3-phospho-(1'-sn-glycerol)